3-(5-(4-(3-((4-((5-(difluoromethoxy)-pyrimidin-2-yl)amino)piperidin-1-yl)sulfonyl)-benzyl)piperazin-1-yl)-6-fluoro-1-oxoisoindolin-2-yl)piperidine-2,6-dione FC(OC=1C=NC(=NC1)NC1CCN(CC1)S(=O)(=O)C=1C=C(CN2CCN(CC2)C=2C=C3CN(C(C3=CC2F)=O)C2C(NC(CC2)=O)=O)C=CC1)F